ClC1=C(C(=C(C=C1OC)OC)Cl)C=1C=2N(C3=CC(=NC=C3C1)C=1C(=CC(=C(C1)NC(C=C)=O)N1CC3C(C1)COC3)OC)C=CN2 N-(5-(4-(2,6-dichloro-3,5-dimethoxyphenyl)imidazo[1,2-a][1,6]naphthyridin-8-yl)-4-methoxy-2-(tetrahydro-1H-furo[3,4-c]pyrrol-5(3H)-yl)phenyl)acrylamide